benzyl (R)-3-(3,4-bis(acetoxy) phenyl)-2-acetoxy-propionate C(C)(=O)OC=1C=C(C=CC1OC(C)=O)C[C@H](C(=O)OCC1=CC=CC=C1)OC(C)=O